C(CCC)CC(C)(C1CCC(CC1)(OOC(C)(C)C)OOC(C)(C)C)C1CCC(CC1)(OOC(C)(C)C)OOC(C)(C)C n-butyl-2,2-di(4,4-di(tert-butylperoxy)cyclohexyl)propane